CN(CCOC(=O)C1C2CCC(C1C(=O)OCCN(C)C)O2)C.O2C=NC=C2CC(=S)N 2-(1H-oxazol-5-yl)thioacetamide bis(2-(dimethylamino)ethyl)7-oxabicyclo[2.2.1]heptane-2,3-dicarboxylate